FC=1C=C(C=CC1F)C=CC(=O)O 3-(3,4-difluorophenyl)acrylic acid